BrC=1N=C(SC1)C[C@@H](C(=O)N1N[C@@H](CCC1)C(=O)[O-])NC(=O)OC(C)(C)C (3S)-1-[(2S)-3-(4-bromo-1,3-thiazol-2-yl)-2-[(tert-butoxycarbonyl) amino] propionyl]-1,2-diazacyclohexane-3-carboxylate